1-(4-aminophenyl)hexahydropyrimidine-2,4-dione NC1=CC=C(C=C1)N1C(NC(CC1)=O)=O